Disilazane [SiH3]N[SiH3]